NC1=C(SC2=NC(=CN=C21)C)C(=O)NC2CC=1C=C(C(=NC1CC2)N2CC(C(C2)CF)N)F 7-amino-N-{2-[3-amino-4-(fluoromethyl)pyrrolidin-1-yl]-3-fluoro-5,6,7,8-tetrahydroquinolin-6-yl}-3-methylthieno[2,3-b]pyrazine-6-carboxamide